2,4-dihydroxy-3',4'-dimethylbenzophenone OC1=C(C(=O)C2=CC(=C(C=C2)C)C)C=CC(=C1)O